(3aR,6S,7aR)-1-(7,8-dihydro[1,4]dioxino[2,3-e][1,3]benzothiazol-2-yl)-6-methylhexahydropyrano[3,4-d]imidazol-2(3H)-one N1=C(SC2=C1C1=C(C=C2)OCCO1)N1C(N[C@@H]2[C@H]1C[C@@H](OC2)C)=O